CS(=O)(=O)C1=CC=CC=2C=3N(C(=NC12)N[C@H]1C(NCCNC1)=O)N=C(N3)C=3C=NN(C3)C(C)C (6R)-6-({7-(methanesulfonyl)-2-[1-(propan-2-yl)-1H-pyrazol-4-yl][1,2,4]triazolo[1,5-c]quinazolin-5-yl}amino)-1,4-diazepan-5-one